dichloro-triazinamine ClC1=C(C(=NN=N1)N)Cl